FC(C(=O)O)F (difluoro)acetic acid